3,4-dichlorothiophene-2-sulfonamide ClC1=C(SC=C1Cl)S(=O)(=O)N